N-(3-Hydroxy-2,2-dimethylpropyl)-4-(isopropylamino)-2-(thiazol-5-yl)thieno[2,3-b]pyridin-5-carboxamid OCC(CNC(=O)C=1C(=C2C(=NC1)SC(=C2)C2=CN=CS2)NC(C)C)(C)C